4-(4-iodophenyl)thiazol-2-amine IC1=CC=C(C=C1)C=1N=C(SC1)N